2-hydroxy-3'-nitro-biphenyl-3-formic acid OC1=C(C=CC=C1C(=O)O)C1=CC(=CC=C1)[N+](=O)[O-]